C(C)(C)(C)OC(=O)N1C(CCCC1)NC1=NC=C(C(=N1)C=1N=CNC1)C(F)(F)F ((4-(1H-imidazol-4-yl)-5-(trifluoromethyl)pyrimidin-2-yl)amino)piperidine-1-carboxylic acid tert-butyl ester